CN(C(OC(C)(C)C)=O)C1(CC=2C(=CSC2C(F)(F)F)CC1)C tert-butyl N-methyl-N-[5-methyl-3-(trifluoromethyl)-6,7-dihydro-4H-2-benzothiophen-5-yl]carbamate